6-(2-(3-chlorophenyl)-2,2-difluoroacetyl)-2-(1-(3-chlorophenyl)cyclopropyl)-5,6,7,8-tetrahydropyrido[4,3-d]pyrimidin-4(3H)-one ClC=1C=C(C=CC1)C(C(=O)N1CC2=C(N=C(NC2=O)C2(CC2)C2=CC(=CC=C2)Cl)CC1)(F)F